CC1=NN(C2=C(C=CC(=C12)C#CC)C(=O)O)C1(COC1)C1=CC=C(C=C1)C1CC1 methyl-1-(3-(4-cyclopropylphenyl)oxetan-3-yl)-4-(propane-1-yn-1-yl)-1H-indazole-7-carboxylic acid